methyl 2-(2-methyl-4-(((5-(3,4,5-trifluorophenyl)-1,3,4-thiadiazol-2-yl)methyl)thio)phenoxy)acetate CC1=C(OCC(=O)OC)C=CC(=C1)SCC=1SC(=NN1)C1=CC(=C(C(=C1)F)F)F